N-(3-carbamoylphenyl)-4,5-dichloro-2-(2-fluoro-4-methoxy-phenoxy)benzamide C(N)(=O)C=1C=C(C=CC1)NC(C1=C(C=C(C(=C1)Cl)Cl)OC1=C(C=C(C=C1)OC)F)=O